3-(3-amino-2-chloro-6-fluorophenoxy)-2-fluoro-6-nitrobenzoic acid methyl ester COC(C1=C(C(=CC=C1[N+](=O)[O-])OC1=C(C(=CC=C1F)N)Cl)F)=O